ClC1=NC=C(C(=N1)NC1=CC=C(C=C1)N1CCN(CC1)C)C(F)(F)F 2-chloro-N-(4-(4-methylpiperazin-1-yl)phenyl)-5-(trifluoromethyl)pyrimidin-4-amine